METHYL-2-ALLYL-1-METHYL-3-OXOINDOLIN-2-CARBOXYLAT COC(=O)C1(N(C2=CC=CC=C2C1=O)C)CC=C